4'-(5-chloro-2-methoxyphenyl)-N-(6-methoxythiazolo[4,5-b]pyrazin-2-yl)-4-methyl-2-oxo-2H-[1,2'-bipyridine]-5'-carboxamide ClC=1C=CC(=C(C1)C1=CC(=NC=C1C(=O)NC=1SC=2C(=NC=C(N2)OC)N1)N1C(C=C(C=C1)C)=O)OC